N1=C(C=CC=C1)P(C1=NC=CC=C1)C1=NC=CC=C1 tripyridyl-phosphine